4-[(3S)-2-(piperidine-4-carbonyl)isoxazolidin-3-yl]thiophene-2-carbonitrile trifluoroacetate FC(C(=O)O)(F)F.N1CCC(CC1)C(=O)N1OCC[C@H]1C=1C=C(SC1)C#N